S(=O)(=O)(C1=CC=C(C)C=C1)N1C=C(C=C1)C(=O)OC methyl 1-tosyl-1H-pyrrole-3-carboxylate